N-(6-chloropyridin-3-yl)-6-((1-(methylsulfonyl)cyclobutyl)methoxy)isoquinolin-1-amine ClC1=CC=C(C=N1)NC1=NC=CC2=CC(=CC=C12)OCC1(CCC1)S(=O)(=O)C